4-dihydroisoquinolinium C1NC=[CH2+]C2=CC=CC=C12